[C@H]12OC[C@H](N(C1)C1COC3(C1)CCN(CC3)S(=O)(=O)C3=C(C#N)C=CC(=C3)F)C2 ((3-((1R,4R)-2-oxa-5-azabicyclo[2.2.1]hept-5-yl)-1-oxa-8-azaspiro[4.5]dec-8-yl)sulfonyl)-4-fluorobenzonitrile